9,10-bis(bromomethyl)anthracene BrCC=1C2=CC=CC=C2C(=C2C=CC=CC12)CBr